N-(3-(methylsulfonamido)phenyl)-2-((4-(trifluoromethoxy)phenyl)amino)thiazolidine CS(=O)(=O)NC=1C=C(C=CC1)N1C(SCC1)NC1=CC=C(C=C1)OC(F)(F)F